copper diphenylphosphate C1(=CC=CC=C1)OP(=O)(OC1=CC=CC=C1)[O-].[Cu+]